CC=1C=C(C=NNC2=C3N=CN(C3=NC(=N2)N2CCOCC2)CC(=O)C=2C=C(C#N)C=CC2)C=CC1 3-(2-(6-(2-(3-methylbenzylidene)hydrazinyl)-2-morpholino-9H-purin-9-yl)acetyl)benzonitrile